C(C)(C)(C)C=1C=C(CBr)C=C(C1)C(C)(C)C 3,5-di-t-butylbenzyl bromide